7-bromo-4-((1-methyl-1H-pyrazol-3-yl)methyl)-2H-benzo[b][1,4]oxazin-3(4H)-one BrC=1C=CC2=C(OCC(N2CC2=NN(C=C2)C)=O)C1